CC1=C(C(NC(=C1)C)=O)CC1=C2C(=C(N(C2=CC(=C1)NCCC=CCN(C)C)C(CC)CC)C)C(=O)N ((4,6-dimethyl-2-oxo-1,2-dihydropyridin-3-yl)methyl)-6-(5-(dimethylamino)pent-3-enylamino)-2-methyl-1-(pentan-3-yl)-1H-indole-3-carboxamide